N-(4-methoxyphenyl)-6-morpholin-4-yl-N1-m-tolyl-[1,3,5]triazine-2,4-diamine hydrochloride Cl.COC1=CC=C(C=C1)NC1N(C(=NC(=N1)N)N1CCOCC1)C=1C=C(C=CC1)C